7-(diethylamino)-10H-Phenoxazine-3-carbonitrile C(C)N(C=1C=C2OC=3C=C(C=CC3NC2=CC1)C#N)CC